(2E)-2-{2-[({[(1E)-1-(3-{[(E)-1-fluoro-2-phenyl-vinyl]oxy}phenyl)ethylidene]amino}oxy)methyl]phenyl}-2-(methoxyimino)-N-methylacetamide F\C(=C\C1=CC=CC=C1)\OC=1C=C(C=CC1)\C(\C)=N\OCC1=C(C=CC=C1)\C(\C(=O)NC)=N/OC